(S)-N-((R and S)-(5-chloro-6-(trifluoromethyl)pyridin-2-yl)(4-chlorophenyl)methyl)-2-oxooxazolidine-5-carboxamide ClC=1C=CC(=NC1C(F)(F)F)[C@H](NC(=O)[C@@H]1CNC(O1)=O)C1=CC=C(C=C1)Cl |&1:11|